NCC1=CC=C(C=C1)NC(=O)C1=CC2=C(OCCC3=C2SC=C3)C=C1C=1C(=NC(=CC1)C(NCC(CO)(C)C)=O)C(=O)O 3-(9-((4-(aminomethyl)phenyl)carbamoyl)-4,5-dihydrobenzo[b]thieno[2,3-d]oxepin-8-yl)-6-((3-hydroxy-2,2-dimethylpropyl)carbamoyl)picolinic acid